(2-methacryloyl-oxyethyl)trimethyl-ammonium chloride [Cl-].C(C(=C)C)(=O)OCC[N+](C)(C)C